benzyl N-[(1S)-3-amino-1-[[tertbutyl(dimethyl)silyl]oxymethyl]propyl]carbamate NCC[C@@H](CO[Si](C)(C)C(C)(C)C)NC(OCC1=CC=CC=C1)=O